C1(=CC=CC=C1)CC(C)[N+]1=NOC(=C1)[N-]C(NC=1SC(=CN1)C(F)(F)F)=O (3-(1-phenylpropan-2-yl)-1,2,3-oxadiazol-3-ium-5-yl)((5-(trifluoromethyl)thiazol-2-yl)carbamoyl)amide